NC=1N=C(C2=C(N1)C=CN(C2=O)CC2=C(C=C(C=C2)CN(C)C)OC)N[C@H](CO)CCC (S)-2-amino-6-(4-((dimethylamino)methyl)-2-methoxybenzyl)-4-((1-hydroxypentan-2-yl)amino)pyrido[4,3-d]pyrimidin-5(6H)-one